monoisoamyl oxalate C(C(=O)[O-])(=O)OCCC(C)C